[N+](=O)([O-])CC[Na] nitroethyl-sodium